(2R,8aS)-2-(2,3-dichloro-6-hydroxyphenyl)-7-(dimethylamino)-hexahydro-1H-indolizin-5-one ClC1=C(C(=CC=C1Cl)O)[C@H]1C[C@H]2CC(CC(N2C1)=O)N(C)C